Br\C(=C/C=O)\C1=CC=C(C=C1)C#N (Z)-3-bromo-3-(4-cyanophenyl)acrolein